CC1(CCC(CC1)NC=1N=CC2=C(N1)NC=C2C=2C=C1N=CC=NC1=CC2)O cis-1-Methyl-4-((5-(quinoxalin-6-yl)-7H-pyrrolo[2,3-d]pyrimidin-2-yl)amino)cyclohexan-1-ol